2-((4-cyclopropyl-1-(2,6-dichlorophenyl)-1H-pyrazol-5-yl)methylene)-7-azaspiro[3.5]Nonane C1(CC1)C=1C=NN(C1C=C1CC2(C1)CCNCC2)C2=C(C=CC=C2Cl)Cl